methyl (2R,3S,5R)-2-(((6-(5-fluoropyrimidin-2-yl)bicyclo[4.1.0]heptanyl)oxy)methyl)-5-methyl-3-(methylsulfonamido)pyrrolidine-1-carboxylate FC=1C=NC(=NC1)C12CCCCC2(C1)OC[C@@H]1N([C@@H](C[C@@H]1NS(=O)(=O)C)C)C(=O)OC